methyl (S)-2-((tert-butoxycarbonyl)amino)-3-(4-cyano-3-fluorophenyl)propanoate C(C)(C)(C)OC(=O)N[C@H](C(=O)OC)CC1=CC(=C(C=C1)C#N)F